(S)-2-((1-methyl-1H-benzo[d]imidazol-2-yl)amino)-4-((2-((2-methylpyridin-3-yl)oxy)ethyl)(4-(5,6,7,8-tetrahydro-1,8-naphthyridin-2-yl)butyl)amino)butanoic acid CN1C(=NC2=C1C=CC=C2)N[C@H](C(=O)O)CCN(CCCCC2=NC=1NCCCC1C=C2)CCOC=2C(=NC=CC2)C